CC1CN(C(=CC1)C=1C=C2CNC(C2=CC1)=O)C(=O)OC(C)(C)C tert-butyl 3-methyl-6-(1-oxoisoindolin-5-yl)-3,4-dihydropyridine-1(2H)-carboxylate